O=C1NC(CCC1N1C(C2=CC=C(C=C2C1=O)N1CCN(CC1)CCCCC(=O)NC)=O)=O 5-(4-(2-(2,6-dioxopiperidin-3-yl)-1,3-dioxoisoindol-5-yl)piperazin-1-yl)-N-methylpentanamide